3-butyl-7-iodo-8-methoxy-3-methyl-5-phenyl-2,3-dihydro-1,5-benzothiazepin-4(5H)-one C(CCC)C1(CSC2=C(N(C1=O)C1=CC=CC=C1)C=C(C(=C2)OC)I)C